(R)-N-(1-(3-(difluoromethyl)-2-fluorophenyl)ethyl)-6-(1,2,3,6-tetrahydropyridin-4-yl)cinnoline-4-Amine hydrochloride Cl.FC(C=1C(=C(C=CC1)[C@@H](C)NC1=CN=NC2=CC=C(C=C12)C=1CCNCC1)F)F